ClC=1C(=C(C=2C(=C(SN2)NC2CN(C2)C(C=C)=O)C1)F)C1=CC(=CC2=CC=CC=C12)O 1-(3-((5-chloro-7-fluoro-6-(3-hydroxy-1-naphthalenyl)-2,1-benzothiazol-3-yl)amino)-1-azetidinyl)-2-propen-1-one